tert-butyl N-[2-(tert-butoxycarbonylamino)ethyl]carbamate C(C)(C)(C)OC(=O)NCCNC(OC(C)(C)C)=O